tert-butyl 6-(4,4,5,5-tetramethyl-1,3,2-dioxaborolan-2-yl)-2-azaspiro[3.5]non-6-ene-2-carboxylate CC1(OB(OC1(C)C)C=1CC2(CN(C2)C(=O)OC(C)(C)C)CCC1)C